FC=1C=C(C=C(C1)C(F)(F)F)C=1C=C2C=CN(C2=C(C1)C(=O)N[C@H](C)C1=CC=C(C(=O)O)C=C1)CC1=CC=C(C=C1)C(F)(F)F (R)-4-(1-(5-(3-fluoro-5-(trifluoromethyl)phenyl)-1-(4-(trifluoromethyl)benzyl)-1H-indol-7-amido)ethyl)benzoic acid